FC=1C=C(C#N)C=CC1N1CC(N(C2(CC(C2)C(=O)N2CCOCC2)C1=O)CC1=CC=C(C=C1)C(F)(F)F)=O 3-fluoro-4-(2-(morpholine-4-carbonyl)-6,9-dioxo-5-(4-(trifluoromethyl)benzyl)-5,8-diazaspiro[3.5]nonan-8-yl)benzonitrile